ClC1=NC=C(C(=N1)C1=CC=C2CN(C(C2=C1)=O)CCNC(CO)(C)C1=CC=CC=C1)Cl 6-(2,5-dichloropyrimidin-4-yl)-2-{2-[(1-hydroxy-2-phenylprop-2-yl)amino]ethyl}-2,3-dihydro-1H-isoindol-1-one